C(C(C)C)OC(NC1=NC2=C(N1)C=C(C=C2)CCCC)=O (6-butyl-1H-benzo[d]imidazol-2-yl)carbamic acid isobutyl ester